C(C)(=O)NC1=CC=NN1C1=NN=C(S1)NC(=O)C1=CC(=C(C(O1)=O)O[C@H]1C[C@H](CC1)O[Si](C1=CC=CC=C1)(C1=CC=CC=C1)C(C)(C)C)C1=NC=CC=C1OC N-(5-(5-acetamido-1H-pyrazol-1-yl)-1,3,4-thiadiazol-2-yl)-3-(((1R,3S)-3-((tert-butyldiphenylsilyl)oxy)cyclopentyl)oxy)-4-(3-methoxypyridin-2-yl)-2-oxo-2H-pyran-6-carboxamide